IC1=NN(C=2CN(CCC21)C(=O)OC(C)(C)C)C2OCCCC2 Tert-Butyl 3-iodo-1-(oxan-2-yl)-1H,4H,5H,6H,7H-pyrazolo[3,4-c]pyridine-6-carboxylate